trifluoromethyl-potassium fluoroborate F[B-](F)(F)F.FC(F)(F)[K]